5-methyloxazolidine CC1CNCO1